(2-methyl-1,2,3,4-tetrahydronaphthalen-1-yl)prop-2-enamide CC1C(C2=CC=CC=C2CC1)C(C(=O)N)=C